C=1(C(=CC=CC1)C(=O)OC(CC[C@H]1C(CCC[C@@H]1C)(C)C)CCC)C 1-((1R,6S)-2,2,6-trimethylcyclohexyl)-3-hexanyl Toluate